[5-ethyl-6-fluoro-4-(4,4,5,5-tetramethyl-1,3,2-dioxaborolan-2-yl)-2-Naphthyl]2,2-dimethylpropionate C(C)C1=C2C(=CC(=CC2=CC=C1F)OC(C(C)(C)C)=O)B1OC(C(O1)(C)C)(C)C